4-fluoro-3-iodo-5-methoxy-1-((2-(trimethylsilyl)ethoxy)methyl)-1H-indazole FC1=C2C(=NN(C2=CC=C1OC)COCC[Si](C)(C)C)I